(2S,5S)-hexane-2,5-diol C[C@@H](CC[C@H](C)O)O